ClC1=CC2=C(C=N1)C(=NN2C2OCCCC2)C2CC(C2)(F)F 6-chloro-3-(3,3-difluorocyclobutyl)-1-(tetrahydro-2H-pyran-2-yl)-1H-pyrazolo[4,3-C]pyridine